N-(5-(3-(9H-purin-6-yl)pyridin-2-ylamino)-2-fluorophenyl)-4-(trifluoromethyl)picolinamide N1=CN=C2NC=NC2=C1C=1C(=NC=CC1)NC=1C=CC(=C(C1)NC(C1=NC=CC(=C1)C(F)(F)F)=O)F